1-Benzyl-3-(4-chlorophenyl)-1H-2,1-benzothiazin-4(3H)-on-2,2-dioxid C(C1=CC=CC=C1)N1S(C(C(C2=C1C=CC=C2)=O)C2=CC=C(C=C2)Cl)(=O)=O